N-(2,2,2-trifluoroethyl)-4-(2,3-dihydro-2-oxo-1H-imidazo[4,5-b]pyridin-7-yl)piperazine-1-carboxamide FC(CNC(=O)N1CCN(CC1)C1=C2C(=NC=C1)NC(N2)=O)(F)F